NC=1C=NN(C1)CCNC(OC(C)(C)C)=O tert-butyl N-[2-(4-amino-1H-pyrazol-1-yl)ethyl]carbamate